1-{2-[(2R,5R)-2-(Methoxymethyl)-5-methylpiperazin-1-yl]acetyl}-3,3,5-trimethyl-2,3-dihydro-1H-indole-6-carbonitrile COC[C@@H]1N(C[C@H](NC1)C)CC(=O)N1CC(C2=CC(=C(C=C12)C#N)C)(C)C